ClC1=C(C=C(C=C1)NC(=O)NC1=CC=C(OC2=CC(=NC=C2)C(=O)NC2CCCC2)C=C1)C(F)(F)F 4-[4-[[4-Chloro-3-(trifluoromethyl)phenyl]carbamoylamino]phenoxy]-N-cyclopentyl-pyridine-2-carboxamide